N-((S)-2-((4-(2,4-dimethylpyridin-3-yl)phenyl)amino)-2-oxo-1-((S)-1,2,3,4-tetrahydronaphthalen-1-yl)ethyl)-1-methyl-1H-pyrazole-5-carboxamide CC1=NC=CC(=C1C1=CC=C(C=C1)NC([C@H]([C@H]1CCCC2=CC=CC=C12)NC(=O)C1=CC=NN1C)=O)C